N-(5-cyclopentylnaphthalen-1-yl)-4-fluorobenzamide C1(CCCC1)C1=C2C=CC=C(C2=CC=C1)NC(C1=CC=C(C=C1)F)=O